CN1CCN(CC1)C1=CC=C(C=C1)NC=1N=CC2=C(N1)N=C(C=C2C#C[Si](C(C)C)(C(C)C)C(C)C)NC(=O)NCC2=CC=NO2 1-(2-{[4-(4-methylpiperazin-1-yl)phenyl]amino}-5-[2-(triisopropylsilyl)ethynyl]pyrido[2,3-d]pyrimidin-7-yl)-3-(1,2-oxazol-5-ylmethyl)urea